COC=1C=CC2=C(N(N=N2)C)C1NS(=O)(=O)C=1C=NN(C1)C1=CC(=NC=C1)C(F)(F)F N-(6-METHOXY-1-METHYL-1H-BENZO[D][1,2,3]TRIAZOL-7-YL)-1-(2-(TRIFLUOROMETHYL)PYRIDIN-4-YL)-1H-PYRAZOLE-4-SULFONAMIDE